C(C(=C)C)(=O)OCC(C)([N+](=O)[O-])C 2-methyl-2-nitropropyl methacrylate